C(C)(C)C=1C=CC(=NC1)NC1=NC(=NS1)C1=NC=C(C=C1)OC N-(5-isopropylpyridin-2-yl)-3-(5-methoxypyridin-2-yl)-1,2,4-thiadiazol-5-amine